5-chloro-N-(2,6-difluorobenzyl)-2-methoxy-N-methylnicotinamide ClC=1C=NC(=C(C(=O)N(C)CC2=C(C=CC=C2F)F)C1)OC